5-(3,3-difluorocyclobutyl)-3,3-difluoropyrrolidine-2,4-dione FC1(CC(C1)C1C(C(C(N1)=O)(F)F)=O)F